ClC1=CC=CC2=C1N=C(S2)NC(=O)C=2SC(=CC2)C(F)(F)F N-(4-chlorobenzo[d]thiazol-2-yl)-5-(trifluoromethyl)thiophene-2-carboxamide